CNC1=NC=C(C2=CC(=NC=C12)N)C=1OC2=C(N1)C=C(C=C2)N2C[C@@H](OCC2)C (S)-N1-methyl-4-(5-(2-methylmorpholino)benzo[d]oxazol-2-yl)-2,7-naphthyridine-1,6-diamine